trimethyl (oxiran-2-ylmethyl) silicate [Si](OC)(OC)(OC)OCC1OC1